O=C1NC(C2=CC(=CC=C12)NC=O)=O N-(1,3-dioxoisoindolin-5-yl)carboxamide